BrC=1C=NN(C1CO)CC(F)F [4-Bromo-1-(2,2-difluoroethyl)pyrazol-5-yl]methanol